[Si](C)(C)(C(C)(C)C)OCC1CCN(CC1)C1=CC=C(C(=O)NN)C=C1 4-(4-((tert-butyldimethylsilyloxy)methyl)piperidin-1-yl)benzoyl-hydrazine